C1(CC1)C=1C(NC2=CC(=CN=C2C1)CN1CCN(CC1)C=1N=CC=2N(C1)C=C(N2)C(F)(F)F)=O 3-cyclopropyl-7-((4-(2-(trifluoromethyl)imidazo[1,2-a]pyrazin-6-yl)piperazin-1-yl)methyl)-1,5-naphthyridin-2(1H)-one